FC=1C=C(NC2=CN=C(C(=N2)C(=O)OC)OC)C=C(C1)F methyl 6-(3,5-difluoroanilino)-3-methoxy-pyrazine-2-carboxylate